NC1=CC(=C(OCCN2C[C@H](N(CC2)C(=O)OC(C)(C)C)C)C=C1)C(C)C (R)-tert-Butyl 4-(2-(4-amino-2-isopropylphenoxy)ethyl)-2-methylpiperazine-1-carboxylate